O1COC2=C1C=CC(=C2)C=CC(=O)C2=CC=C(C=C2)O 3-(1,3-Benzodioxol-5-yl)-1-(4-hydroxyphenyl)-2-propen-1-one